2-(4-benzylpiperazin-1-yl)-N-(4-phenyl-thiazol-2-yl)-acetamide C(C1=CC=CC=C1)N1CCN(CC1)CC(=O)NC=1SC=C(N1)C1=CC=CC=C1